NC1=C2N=CN(C2=NC(=N1)F)[C@H]1C[C@@H]([C@@](O1)(C#C)CO[P@](=O)(O[C@H](C(=O)OCCCCCCCCCC)C)N[C@@H](CC1=CC=CC=C1)C(=O)OCCCCCCCCCC)O Decyl ((S)-(((2R,3S,5R)-5-(6-amino-2-fluoro-9H-purin-9-yl)-2-ethynyl-3-hydroxytetrahydrofuran-2-yl)methoxy) (((S)-1-(decyloxy)-1-oxopropan-2-yl) oxy)phosphoryl)-L-phenylalaninate